methyl-(2-(2-chloro-4-fluorophenyl)acetyl)-L-proline C[C@@]1(N(CCC1)C(CC1=C(C=C(C=C1)F)Cl)=O)C(=O)O